(S)-7-oxo-octahydro-2H-pyrazino[1,2-a]pyrazine-2-carboxylic acid tert-butyl ester C(C)(C)(C)OC(=O)N1C[C@H]2N(CC1)CC(NC2)=O